N1N=C(N=C1)C(=O)[O-] 1,2,4-triazolate